C=1N=C(N2C1C=CC=C2)CC(C)(N)C 1-(imidazo[1,5-a]pyridin-3-yl)-2-methylpropan-2-amine